C(N)(O[C@H]1[C@@H]2N(C[C@H]1CC2)C(=O)C2=CC=1N(C(=C2)OC)C(=C(N1)C1=CC=2C=3N1C(CNC3C=CC2)C2CC2)C)=O ((1r,4r,7r)-2-(2-(3-cyclopropyl-2,3-dihydro-1H-pyrrolo[1,2,3-de]quinoxalin-5-yl)-5-methoxy-3-methylimidazo[1,2-a]pyridine-7-carbonyl)-2-azabicyclo[2.2.1]hept-7-yl) carbamate